ClC=1C(=CC2=C(N(C(NC2=O)=O)C=2C(=NC=CC2C(C)C)C(C)C)N1)F 7-chloro-1-(2,4-diiso-propylpyridin-3-yl)-6-fluoropyrido[2,3-d]pyrimidine-2,4(1H,3H)-dione